5-(benzyl(methyl)amino)-N-(3-(4-methylpiperazin-1-yl)phenyl)-7-(1H-pyrazol-4-yl)pyrazolo[1,5-a]pyrimidine-2-carboxamide C(C1=CC=CC=C1)N(C1=NC=2N(C(=C1)C=1C=NNC1)N=C(C2)C(=O)NC2=CC(=CC=C2)N2CCN(CC2)C)C